ClC1=C(C=C(C=C1)[C@@H]1N(OCC1)C1=CC(=NC=N1)NC=1C(=CC(=C(C1)NC(C=C)=O)N1CCN(CC1)C1CC1)OC)F N-(5-((6-((R)-3-(4-chloro-3-fluorophenyl)isoxazolidine-2-yl)pyrimidine-4-yl)amino)-2-(4-cyclopropylpiperazine-1-yl)-4-methoxyphenyl)acrylamide